4-(Bromomethyl)-3-chloro-4'-(trifluoromethyl)[biphenyl] BrCC1=C(C=C(C=C1)C1=CC=C(C=C1)C(F)(F)F)Cl